pentaerythritol tetrakis(3-n-dodecyl thiopropionate) C(CCCCCCCCCCC)CCC(=S)OCC(COC(CCCCCCCCCCCCCC)=S)(COC(CCCCCCCCCCCCCC)=S)COC(CCCCCCCCCCCCCC)=S